(((1-fluoro-6-(4,4,5,5-tetramethyl-1,3,2-dioxaborolan-2-yl)naphthalen-2-yl)oxy)methyl)Isoxazole FC1=C(C=CC2=CC(=CC=C12)B1OC(C(O1)(C)C)(C)C)OCC1=NOC=C1